FC1(CCC(CC1)[C@H](NC(=O)C1=CC=NN1CC)C=1OC2=C(N1)C=C(C=C2)CN2C(N[C@@H](C2)C(F)(F)F)=O)F N-((S)-(4,4-difluorocyclohexyl)(5-(((S)-2-oxo-4-(trifluoromethyl)imidazolidin-1-yl)methyl)benzo[d]oxazol-2-yl)methyl)-1-ethyl-1H-pyrazole-5-carboxamide